(E)-1-(((4-((2-(aminomethyl)-3-fluoroallyl)oxy)phenyl)sulfonyl)methyl)-4-(1-methylcyclobutane-1-carbonyl)piperazin-2-one NC/C(/COC1=CC=C(C=C1)S(=O)(=O)CN1C(CN(CC1)C(=O)C1(CCC1)C)=O)=C\F